Cobalt-aluminum-molybdenum disulfide [Mo](=S)=S.[Al].[Co]